2-(4-chloro-3-(2-(((R)-((R)-8-cyano-3,4-dihydro-2H-benzo[b][1,4]oxazin-2-yl)(phenyl)methyl)amino)ethyl)phenyl)acetic acid ClC1=C(C=C(C=C1)CC(=O)O)CCN[C@H](C1=CC=CC=C1)[C@H]1CNC2=C(O1)C(=CC=C2)C#N